C(C=C)C1=C(C=CC(=C1)F)NC1=C(C(=O)[O-])C=C(C=N1)Cl 2-((2-allyl-4-fluorophenyl) amino)-5-chloronicotinate